3-{1-[(7-methoxy-4-quinolinyl)methyl]-4-piperidinyl}-1-[5-(trifluoromethyl)-3-pyridinyl]-2,4-imidazolidinedione COC1=CC=C2C(=CC=NC2=C1)CN1CCC(CC1)N1C(N(CC1=O)C=1C=NC=C(C1)C(F)(F)F)=O